(S)-6-(3-(1-acetyl-4-acryloylpiperazin-2-yl)-5-chlorophenyl)-N-methylpyridazine-4-carboxamide C(C)(=O)N1[C@H](CN(CC1)C(C=C)=O)C=1C=C(C=C(C1)Cl)C1=CC(=CN=N1)C(=O)NC